6-[5-(6-cyano-4-methyl-pyridin-3-yloxy)-3-methyl-3H-imidazo[4,5-b]pyridin-7-ylamino]-pyridazine-3-carboxylic acid ethylamide C(C)NC(=O)C=1N=NC(=CC1)NC1=C2C(=NC(=C1)OC=1C=NC(=CC1C)C#N)N(C=N2)C